1-methylpiperidine-4-carboxamide hydrochloride Cl.CN1CCC(CC1)C(=O)N